1,3,4-oxadiazol-2-ol O1C(=NN=C1)O